O[C@@H]1CN(CC1)C1=C2C(=NC=C1)N(N=C2CNC(OC(C)(C)C)=O)C2=CC=C(C=C2)OC(F)(F)F tert-butyl (S)-((4-(3-hydroxypyrrolidin-1-yl)-1-(4-(trifluoromethoxy)phenyl)-1H-pyrazolo[3,4-b]pyridin-3-yl)methyl)carbamate